N=1C=NN2C1C=C(C=C2)OC2=C(C=C(C=C2)NC2=NC=NN1C2=C(C=C1)[C@@H]1CCN1C(C(=C)CN(C)C)=O)C (S)-1-(4-(4-((4-([1,2,4]triazolo[1,5-a]pyridin-7-yloxy)-3-methylphenyl)amino)pyrrolo[2,1-f][1,2,4]triazin-5-yl)azetidin-1-yl)-2-((dimethylamino)methyl)prop-2-en-1-one